(R)-N-(4-(6-((2S,6R)-2,6-dimethylmorpholino)pyridin-2-yl)thiazol-2-yl)-1-(5-(methylsulfonyl)nicotinoyl)azetidine-2-carboxamide C[C@@H]1O[C@@H](CN(C1)C1=CC=CC(=N1)C=1N=C(SC1)NC(=O)[C@@H]1N(CC1)C(C1=CN=CC(=C1)S(=O)(=O)C)=O)C